OC1([C@H]2C([C@@](N(C1)CC2)(COC)CO)=O)C (1R,2S,4S)-5-hydroxy-2-(hydroxymethyl)-2-(methoxymethyl)-5-methylquinuclidin-3-one